FC1(CCN(CC1)CC1=C(C=C(C(=O)NC2=CC(=CC=C2)[C@H](C)NC=2C=NC=3C(N2)=NN(C3)CC)C=C1)C)F (S)-4-((4,4-difluoropiperidin-1-yl)methyl)-N-(3-(1-((2-ethyl-2H-pyrazolo[3,4-b]pyrazin-6-yl)amino)ethyl)phenyl)-3-methylbenzamide